Cl.CN(C(=O)C1=CC2=CC=C(C=C2C=C1)C(=O)C1CNCCC1)C N,N-dimethyl-6-(piperidine-3-carbonyl)-2-naphthamide hydrochloride